C(C)C(C(C(N)(CC)CC)(C)C)(N)CC tetraethyl-2,2-dimethyl-1,3-propanediamine